tert-butyl ((S)-1-(((2R,3R,4R,5S,6S)-6-((7H-purin-6-yl)amino)-4,5-dihydroxy-2-(hydroxymethyl)tetrahydro-2H-pyran-3-yl)amino)-3-(4-hydroxyphenyl)-1-oxopropan-2-yl)carbamate N1=CN=C2N=CNC2=C1N[C@@H]1[C@H]([C@@H]([C@H]([C@@H](O1)CO)NC([C@H](CC1=CC=C(C=C1)O)NC(OC(C)(C)C)=O)=O)O)O